CO[Si](CCCN1CCN(CC1)CCC[Si](OC)(OC)OC)(OC)OC 1,4-bis[3-(trimethoxysilyl)propyl]piperazine